2,2-dimethyl-acetamide CC(C(=O)N)C